14-((((9H-fluoren-9-yl)methoxy)carbonyl)amino)-3,6,9,12-tetraoxatetradecanoic acid C1=CC=CC=2C3=CC=CC=C3C(C12)COC(=O)NCCOCCOCCOCCOCC(=O)O